FC(OC(C(C(F)(F)F)(F)F)(F)F)(F)F 3-(perfluoromethoxy)perfluoropropane